1-(tert-butyl) 2-methyl (2S,4S)-4-(N-((1s,4R)-4-methylcyclohexyl)propionamido)pyrrolidine-1,2-dicarboxylate CC1CCC(CC1)N(C(CC)=O)[C@H]1C[C@H](N(C1)C(=O)OC(C)(C)C)C(=O)OC